(S)-3-(5-(4-((1-(4-((1R,2R)-2-cyclobutyl-6-hydroxy-1,2,3,4-tetrahydronaphthalene-1-yl)phenyl)piperidin-4-yl)methyl)piperazin-1-yl)-1-oxoisoindolin-2-yl)piperidine-2,6-dione C1(CCC1)[C@@H]1[C@@H](C2=CC=C(C=C2CC1)O)C1=CC=C(C=C1)N1CCC(CC1)CN1CCN(CC1)C=1C=C2CN(C(C2=CC1)=O)[C@@H]1C(NC(CC1)=O)=O